tert-butyl-2-(4,4-difluoropiperidin-1-yl)-5-phenyl-N-(2-sulfamoylpyridin-4-yl)nicotinamide C(C)(C)(C)C1=NC(=C(C(=O)NC2=CC(=NC=C2)S(N)(=O)=O)C=C1C1=CC=CC=C1)N1CCC(CC1)(F)F